N-(3-indolylacetyl)-L-isoleucine N1C=C(C2=CC=CC=C12)CC(=O)N[C@@H]([C@@H](C)CC)C(=O)O